FC(CN1N=CC=2C1=NC(=CN2)N2CCC1(CCN(C1)C1=CN=NC(=C1)C(F)(F)F)CC2)F 8-[1-(2,2-difluoroethyl)pyrazolo[3,4-b]pyrazin-6-yl]-2-[6-(trifluoromethyl)pyridazin-4-yl]-2,8-diazaspiro[4.5]decane